CC=1C=CC=2N(C3=CC=C(C=C3C2C1)C)C1=C(C(=CC(=N1)C1=CC=C(C=C1)N1C2=CC=CC=C2C=2C=CC=CC12)C1=C(C=CC=C1)C1=NC(=NC(=N1)C1=CC=CC=C1)C1=CC=CC=C1)C1=CC=C(C=C1)N1C2=CC=CC=C2C=2C=CC=CC12 9,9'-((6-(3,6-dimethyl-9H-carbazol-9-yl)-4-(2-(4,6-diphenyl-1,3,5-triazin-2-yl)phenyl)pyridine-2,5-diyl)bis(4,1-phenylene))bis(9H-carbazole)